C(C)(C)(C)C1=CC=C(N(C(NC2(CCC2)C#N)=O)C(C(=O)NC2CCC(CC2)(F)F)C=2C=NC=C(C2)F)C=C1 2-[4-Tert-butyl-N-[(1-cyanocyclobutyl)carbamoyl]anilino]-N-(4,4-difluorocyclohexyl)-2-(5-fluoro-3-pyridyl)acetamide